2,5-Bis(trifluoromethyl)pyrazolo[1,5-a]pyrimidin-7-ol FC(C1=NN2C(N=C(C=C2O)C(F)(F)F)=C1)(F)F